FC1=CC=C(C=C1)C(C)N1C[C@@H](N(C[C@H]1C)C=1C2=C(N(C(N1)=O)C)C=CC(=N2)C#N)C 4-((2s,5r)-4-(1-(4-fluorophenyl)ethyl)-2,5-dimethylpiperazin-1-yl)-1-methyl-2-oxo-1,2-dihydropyrido[3,2-d]pyrimidine-6-carbonitrile